FC(C1CNCCC1NC(OC(C)(C)C)=O)(F)F tert-butyl (3-(trifluoromethyl)piperidin-4-yl)carbamate